2-[[5-(2,3-Dimethyl-4-nitrophenyl)-2-furanyl]methylene]benzo[b]thiophen-3(2H)-one CC1=C(C=CC(=C1C)[N+](=O)[O-])C1=CC=C(O1)C=C1C(C2=C(S1)C=CC=C2)=O